t-butoxymethylsilane C(C)(C)(C)OC[SiH3]